(4-(2-hydroxyethyl)phenyl)-N,N-dimethylformamide OCCC1=CC=C(C=C1)C(=O)N(C)C